N-(5,6-difluoro-1H-indol-3-yl)propynylamide FC=1C=C2C(=CNC2=CC1F)CC#C[NH-]